C(C=C)(=O)OC1(CCCCC1)CC 1-ethyl-1-cyclohexyl acrylate